N1=C(C=CC=C1C1=NC2=C3C(=CC=C2C(=N1)C1=CC=CC=C1)C=CC=C3)C3=NC1=C2C(=CC=C1C(=N3)C3=CC=CC=C3)C=CC=C2 2,2'-(pyridine-2,6-diyl)bis(4-phenylbenzo[H]quinazoline)